methyl 1-[(5-bromo-1,3,4-thiadiazol-2-yl)methyl-[[1-(trifluoromethyl)cyclopropyl]methylcarbamoyl]amino]cyclopropanecarboxylate BrC1=NN=C(S1)CN(C1(CC1)C(=O)OC)C(NCC1(CC1)C(F)(F)F)=O